(6S,7R)-2-bromo-7-ethyl-6-(4-methyl-1,4-diazepan-1-yl)-8,9-dihydro-6H-pyrido[2,1-b]quinazolin-11(7H)-one BrC=1C=C2C(N3C(=NC2=CC1)[C@H]([C@@H](CC3)CC)N3CCN(CCC3)C)=O